N-Cbz-D-glutamic acid C(=O)(OCC1=CC=CC=C1)N[C@H](CCC(=O)O)C(=O)O